7-cyclopentyl-2-((5-(4-((2-(2,6-dioxopiperidin-3-yl)-6-fluoro-1,3-dioxoisoindoline-5-yl)methyl)piperazin-1-yl)pyridin-2-yl)amino)-N,N-dimethyl-7H-pyrrolo[2,3-d]pyrimidine-6-carboxamide C1(CCCC1)N1C(=CC2=C1N=C(N=C2)NC2=NC=C(C=C2)N2CCN(CC2)CC=2C=C1C(N(C(C1=CC2F)=O)C2C(NC(CC2)=O)=O)=O)C(=O)N(C)C